1-(11Z-eicosenoyl)-2-(7Z,10Z,13Z,16Z-docosatetraenoyl)-glycero-3-phospho-(1'-sn-glycerol) CCCCCCCC/C=C\CCCCCCCCCC(=O)OC[C@H](COP(=O)(O)OC[C@H](CO)O)OC(=O)CCCCC/C=C\C/C=C\C/C=C\C/C=C\CCCCC